FC=1C(=NC(=NC1)NC1=CC=C(C=N1)CN1C[C@](OCC1)(C)CC(C)O)C=1C=C(C2=C(N(C(=N2)C)C(C)C)C1)F 1-((S)-4-((6-((5-fluoro-4-(4-fluoro-1-isopropyl-2-methyl-1H-benzo[d]imidazol-6-yl)pyrimidin-2-yl)amino)pyridin-3-yl)methyl)-2-methylmorpholin-2-yl)propan-2-ol